FC=1C(NC(N(C1)C(=O)O)=O)=O 5-fluoro-2,4-dioxo-3,4-dihydropyrimidine-1(2H)-carboxylic acid